N1N=CC(=C1)C=1C=C(C=CC1)NC(=O)C=1SC=CC1 N-(3-(1H-pyrazol-4-yl)phenyl)thiophene-2-carboxamide